(tert-butylsulfanyl)-2-nitrobenzoic acid methyl ester COC(C1=C(C(=CC=C1)SC(C)(C)C)[N+](=O)[O-])=O